(2-fluoro-4-(((1-methylpiperidin-4-yl)oxy)methyl)phenyl)methylamine FC1=C(C=CC(=C1)COC1CCN(CC1)C)CN